(NE)-N-[[2-hydroxy-3-(trifluoromethyl)phenyl]methylene]-2-methyl-propane-2-sulfinamide OC1=C(C=CC=C1C(F)(F)F)\C=N\S(=O)C(C)(C)C